5-chloro-4-(8-fluoro-1-methyl-2,3-dihydro-1H-benzo[d]imidazo[1,2-a]imidazol-6-yl)-N-(1-(methylsulfonyl)piperidin-4-yl)pyrimidin-2-amine ClC=1C(=NC(=NC1)NC1CCN(CC1)S(=O)(=O)C)C1=CC2=C(N=C3N2CCN3C)C(=C1)F